racemic-N-(benzenesulfinyl)-2-fluoro-6-[3-[[1-(trifluoromethyl)cyclopropyl]methoxy]pyrazol-1-yl]pyridine-3-carboxamide C1(=CC=CC=C1)[S@@](=O)NC(=O)C=1C(=NC(=CC1)N1N=C(C=C1)OCC1(CC1)C(F)(F)F)F |r|